(2S,3R,5S)-2-(6-chloro-4-((3aR,6aS)-hexahydrocyclopenta[c]pyrrol-2(1H)-yl)-1H-pyrazolo[3,4-d]pyrimidin-1-yl)-5-(hydroxymethyl)-4-methylenetetrahydrofuran-3-ol ClC1=NC(=C2C(=N1)N(N=C2)[C@H]2O[C@@H](C([C@H]2O)=C)CO)N2C[C@@H]1[C@H](C2)CCC1